4-Chloro-2-(2-(isoquinolin-5-yl)acetamido)thiophene-3-carboxylate ClC=1C(=C(SC1)NC(CC1=C2C=CN=CC2=CC=C1)=O)C(=O)[O-]